CO[C@@H]1C[C@@H](CC1)NC=1C2=C(N=C(N1)C(=O)O)SC=C2 |r| rac-4-(((1R,3S)-3-methoxycyclopentyl)amino)thieno[2,3-d]pyrimidine-2-carboxylic acid